1-(8-bromo-5-fluoro-4-isoquinolinyl)-3-[(4-methoxyphenyl)methyl]Hexahydropyrimidine-2,4-dione BrC=1C=CC(=C2C(=CN=CC12)N1C(N(C(CC1)=O)CC1=CC=C(C=C1)OC)=O)F